amino((2-(2-hydroxyacetamido)ethyl)amino)methylamine NNCNCCNC(CO)=O